C(C1=CC=CC=C1)OC(=O)N[C@@H](CC(=O)OC(C)(C)C)C(=O)OCOP(=O)(OC(C)(C)C)OC(C)(C)C 4-(tert-butyl) 1-(((di-tert-butoxyphosphoryl)oxy)methyl) ((benzyloxy)carbonyl)-L-aspartate